NCCCN1C(NC2=C1C=CC(=C2)C(=O)NC=2SC(=NN2)C=2OC=CC2)=O 1-(3-aminopropyl)-N-[5-(2-furyl)-1,3,4-thiadiazol-2-yl]-2-oxo-3H-benzimidazole-5-carboxamide